tert-butyl N-[6-[4-[2-[1-(2,6-dioxo-3-piperidyl)-3-methyl-2-oxo-benzimidazol-5-yl] ethyl]piperazine-1-carbonyl]tetrahydropyran-3-yl]carbamate O=C1NC(CCC1N1C(N(C2=C1C=CC(=C2)CCN2CCN(CC2)C(=O)C2CCC(CO2)NC(OC(C)(C)C)=O)C)=O)=O